C(C1=CC=CC=C1)OC1=CC=C(C(=O)NN)C=C1 4-(benzyloxy)benzoyl-hydrazine